1-(6,7-dimethyl-2,3-dihydro-1H-pyrrolo[3,4-c]pyridin-4-yl)-N,N-dimethylmethanamine, trihydrochloride salt Cl.Cl.Cl.CC1=C(C2=C(C(=N1)CN(C)C)CNC2)C